COCOC1=C(C=CC=C1)C1=CC2=C(N=N1)NC1=C2C(NCC1)C 3-(2-(methoxymethoxy)phenyl)-5-methyl-6,7,8,9-tetrahydro-5H-pyrido[3',4':4,5]pyrrolo[2,3-c]pyridazine